ethyl N-(2-chloro-5-nitropyrimidin-4-yl)-N-(4-(5-methyl-3-(trifluoromethyl)-1H-pyrazol-1-yl)benzyl)glycinate ClC1=NC=C(C(=N1)N(CC(=O)OCC)CC1=CC=C(C=C1)N1N=C(C=C1C)C(F)(F)F)[N+](=O)[O-]